13-(bis(3-fluorophenyl)methyl)-4-hydroxy-8,9,10,11-tetrahydropyridazino[1',6':4,5][1,2,4]triazino[1,2-a][1,2]diazepine-3,5(7H,13H)-dione FC=1C=C(C=CC1)C(C1N2C(C(N3N1CCCCC3)=O)=C(C(C=N2)=O)O)C2=CC(=CC=C2)F